C1(=CC=CC=C1)N(C(=S)N)C1=CC=CC=C1 N,N-diphenylthiourea